C1(CCCCC1)N(C(C(=C)C)=O)C1=CC=CC=C1 N-cyclohexyl-N-phenylmethacrylamide